FC1=CC=C(C=C1)C1=NN(C=C1C=1C2=C(N=CN1)OC(=C2)C=2CCN(CC2)S(=O)(=O)C)C2S(CC2)(=O)=O [3-(4-fluorophenyl)-4-{6-[1-(methanesulfonyl)-1,2,3,6-tetrahydropyridin-4-yl]furo[2,3-d]pyrimidin-4-yl}-1H-pyrazol-1-yl]-1λ6-thietane-1,1-dione